Propandiol Caprylat C(CCCCCCC)(=O)OC(CC)O